BrC1=CC2=C(CCCNC2=O)C=C1 8-Bromo-2,3,4,5-tetrahydro-2-benzazepin-1-one